C(CCCCCCCCC\C=C/CCCCCCCC)(=O)[O-].[Er+3].C(CCCCCCCCC\C=C/CCCCCCCC)(=O)[O-].C(CCCCCCCCC\C=C/CCCCCCCC)(=O)[O-] erbium gondoate